1-(3-cyano-3-methylcyclobutyl)-3-(3-(difluoromethoxy)phenyl)-N-(3-methyl-1,1-dioxidothietan-3-yl)-1H-pyrazolo[4,3-b]pyridine-6-carboxamide C(#N)C1(CC(C1)N1N=C(C2=NC=C(C=C21)C(=O)NC2(CS(C2)(=O)=O)C)C2=CC(=CC=C2)OC(F)F)C